C1CN2CCC1CN2 4-diAzabicyclo[2.2.2]octane